COC(=O)C=1C=NC=C(C1)C=1C(=C2COC(C2=CC1)=O)C 5-(4-methyl-1-oxo-1,3-dihydroisobenzofuran-5-yl)pyridine-3-carboxylic acid methyl ester